N1C(=NC=C1)C1=NC(=CC=2C3=CC=CC=C3NC12)C(=O)O 1-(1H-imidazole-2-yl)-beta-carboline-3-carboxylic acid